5-FLUORO-N-(4-(4-((2-HYDROXY-2-METHYL-PROPYL)CARBAMOYL)BICYCLO[2.2.2]OCTAN-1-YL)PHENYL)ISOINDOLINE-2-CARBOXAMIDE FC=1C=C2CN(CC2=CC1)C(=O)NC1=CC=C(C=C1)C12CCC(CC1)(CC2)C(NCC(C)(C)O)=O